D-lysergic acid diethylamide tartrate C(=O)(O)C(O)C(O)C(=O)O.C(C)N(C(=O)[C@H]1CN(C)[C@@H]2CC3=CNC4=CC=CC(C2=C1)=C34)CC